2-hydroxypropyl dodecanoate C(CCCCCCCCCCC)(=O)OCC(C)O